[N+](=O)([O-])B(O)O (nitro)boronic acid